C1(CCCCC1)C=1C(=C(C=CC1O)C(C1=CC=C(C=C1)O)C1=C(C(=C(C=C1)O)C1CCCCC1)C)C bis(3-cyclohexyl-4-hydroxy-2-methylphenyl)-4-hydroxyphenyl-methane